3-SULFINO-L-ALANINE S(=O)(O)C[C@H](N)C(=O)O